Tert-butyl (3R)-3-(5-fluoro-3-pyridyl)isoxazolidine-2-carboxylate FC=1C=C(C=NC1)[C@@H]1N(OCC1)C(=O)OC(C)(C)C